C(C1=CC=CC=C1)N(C(O)=O)C1(C(NCC1)=O)CO.Cl.CCCCCCCC octane hydrochloride benzyl-(3-(hydroxymethyl)-2-oxopyrrolidin-3-yl)carbamate